3-bromo-7-methoxy-1,8-naphthyridin-4-ol BrC=1C=NC2=NC(=CC=C2C1O)OC